CCC(CCCCCCC)=O gamma-decanone